2,8-dimethyl-[1,2,4]triazolo[1,5-a]pyrazin-6-amine CC1=NN2C(C(=NC(=C2)N)C)=N1